ClC1=C(C=CC(=C1O)O)C(C(=O)NN1C(C(N(CC1)C1(CN2C(CC2S1)=O)C(=O)[O-])=O)=O)=O 3-(4-(2-(2-chloro-3,4-dihydroxyphenyl)-2-oxoacetamido)-2,3-dioxopiperazin-1-yl)-7-oxo-4-thia-1-azabicyclo[3.2.0]heptane-3-carboxylate